C(C)(C)(C)C=1C=C(C=C(C1O)C(C)(C)C)CCC(=O)NCCCCCCN 3,5-di-tert-butyl-4-hydroxyphenylpropionyl-hexamethylenediamine